isotridecyl trimellitate C(C=1C(C(=O)[O-])=CC(C(=O)[O-])=CC1)(=O)OCCCCCCCCCCC(C)C